6-((4-Hydroxybutyl)(methyl)amino)-11-((2-((6-methylheptanoyl)oxy)octyl)thio)-undecyl 2-hexyldecanoate C(CCCCC)C(C(=O)OCCCCCC(CCCCCSCC(CCCCCC)OC(CCCCC(C)C)=O)N(C)CCCCO)CCCCCCCC